OC(C)C=1C=C(C=C2C(C=C(SC12)N1CC2=CC=CC=C2C1)=O)C 8-(1-hydroxyethyl)-2-(isoindolin-2-yl)-6-methyl-4H-thiochromen-4-one